1-[4-(1-amino-4,4-difluorocyclohexyl)phenyl]Ethanone NC1(CCC(CC1)(F)F)C1=CC=C(C=C1)C(C)=O